Methyl (1S,3S)-3-((6-(5-(((2H-tetrazol-5-yl)amino)methyl)-1-methyl-1H-1,2,3-triazol-4-yl)-2-methylpyridin-3-yl)oxy)cyclohexane-1-carboxylate N=1NN=NC1NCC1=C(N=NN1C)C1=CC=C(C(=N1)C)O[C@@H]1C[C@H](CCC1)C(=O)OC